ClC=1C=C(C=C2C(=C(C=NC12)C#N)NCC(C)(C)C)N[C@H](C#CI)C=1C(=NC(=CC1)F)C (S)-8-chloro-6-((1-(6-fluoro-2-methylpyridin-3-yl)-3-iodoprop-2-yn-1-yl)amino)-4-(neopentylamino)quinoline-3-carbonitrile